FC(OC1(CCC1)OCC(=O)N)(F)F 2-(3-trans-(trifluoromethoxy)cyclobutoxy)acetamide